isopropyl 3-(4-acetylphenyl)-2-(4,4,5,5-tetramethyl-1,3,2-dioxaborolan-2-yl)bicyclo[1.1.1]pentane-1-carboxylate C(C)(=O)C1=CC=C(C=C1)C12C(C(C1)(C2)C(=O)OC(C)C)B2OC(C(O2)(C)C)(C)C